N1(CCC1)C1CCN(CC1)C1=C(C=C(C=C1)NC=1N=C(C2=C(N1)SC=C2C)NC=2C=C(C=CC2)C(C)(C)O)OCC 2-(3-((2-((4-(4-(azetidin-1-yl)piperidin-1-yl)-3-ethoxyphenyl)amino)-5-methylthieno[2,3-d]pyrimidin-4-yl)amino)phenyl)propan-2-ol